COC(C1=C(C=C(C(=C1)F)F)NC1=C(C=C(C=C1)F)C=O)=O 4,5-difluoro-2-((4-fluoro-2-formylphenyl)amino)-benzoic acid methyl ester